2-(3-(4-(2-((1-(difluoromethyl)-1H-pyrazol-4-yl)amino)-[1,2,4]triazolo[1,5-a]pyridin-5-yl)-1H-pyrazol-1-yl)-1-(ethanesulfonyl)azetidin-3-yl)acetonitrile FC(N1N=CC(=C1)NC1=NN2C(C=CC=C2C=2C=NN(C2)C2(CN(C2)S(=O)(=O)CC)CC#N)=N1)F